3-chloro-N-(1-(4-chlorophenyl)-4-(4,5-dihydrooxazol-2-yl)-1H-pyrazol-5-yl)benzamide ClC=1C=C(C(=O)NC2=C(C=NN2C2=CC=C(C=C2)Cl)C=2OCCN2)C=CC1